4-[[10-(4-hydroxyphenyl)-9-anthracenyl]methyl]phenol OC1=CC=C(C=C1)C1=C2C=CC=CC2=C(C2=CC=CC=C12)CC1=CC=C(C=C1)O